CC(C)N(C1=CC=CC=C1)C(=O)C(=O)O The molecule is a monocarboxylic acid that is oxoacetic acid substituted by a phenyl(propan-2-yl)amino group at position 2. It is a metabolite of the herbicide propachlor. It has a role as a marine xenobiotic metabolite. It is an anilide and a monocarboxylic acid.